1-methyl-3-(3-methylisoxazol-5-yl)-1H-pyrazol-5-amine CN1N=C(C=C1N)C1=CC(=NO1)C